C1(CCCC1)NC1=CC=C(C=C1)C1N(CCCC1C(=O)NC1=CC(=C(C=C1)C)C(F)(F)F)C(C1=C(C=CC=C1C)F)=O 2-(4-(cyclopentylamino)phenyl)-1-(2-fluoro-6-methylbenzoyl)-N-(4-methyl-3-(trifluoromethyl)phenyl)piperidine-3-carboxamide